N-(allyloxycarbonyl)-histidine C(C=C)OC(=O)N[C@@H](CC1=CNC=N1)C(=O)O